C(#N)C1=CC=C(C=N1)C=1N=CN(C1)C(=O)NCCC1=CC=CC=C1 4-(6-Cyanopyridin-3-yl)-N-phenethyl-1H-imidazole-1-carboxamide